Tert-Butyl N-[2-({4-[2,6-Difluoro-4-(6-Fluoro-4-Methoxypyridine-3-Amido)Phenoxy]-6-Methoxyquinolin-7-yl}Oxy)ethyl]-N-Methylcarbamate FC1=C(OC2=CC=NC3=CC(=C(C=C23)OC)OCCN(C(OC(C)(C)C)=O)C)C(=CC(=C1)NC(=O)C=1C=NC(=CC1OC)F)F